N',N''-carbonyldiimidazole C(=O)(N1C=NC=C1)N1C=NC=C1